N-(3-carbamoyl-4-fluorophenyl)-3-(4,4-difluoroazepan-1-yl)quinoline-2-carboxamide C(N)(=O)C=1C=C(C=CC1F)NC(=O)C1=NC2=CC=CC=C2C=C1N1CCC(CCC1)(F)F